NC1=CC=CC(=N1)S(=O)(=O)C1=C(N=C2N1C(=CC=C2C(=O)N)C2=CC(=CC(=C2)OCC(C)C)F)C(F)(F)F ((6-Aminopyridin-2-yl)sulfonyl)-5-(3-fluoro-5-isobutoxyphenyl)-2-(trifluoromethyl)imidazo[1,2-a]pyridine-8-carboxamide